FC1=C(C=C(C=C1)F)C1(C(N(C2=CC=CC=C12)CC1CCC(CC1)NC(=O)C=1N(N=C2C=CC=CC12)C)=O)O N-((1r,4r)-4-((3-(2,5-difluorophenyl)-3-hydroxy-2-oxoindolin-1-yl)methyl)cyclohexyl)-2-methyl-2H-indazole-3-carboxamide